C1(CC1)CN1N=CC=C1 (cyclopropylmethyl)-1H-pyrazol